(2R)-1-[(4aR,8aS)-3,4,4a,5,6,7,8,8a-Octahydro-2H-quinolin-1-yl]-2-[cyclopropyl-[(2,4-difluorophenyl)methyl]amino]-3-(methylamino)propan-1-one N1(CCC[C@H]2CCCC[C@H]12)C([C@@H](CNC)N(CC1=C(C=C(C=C1)F)F)C1CC1)=O